FC1=CC=C(C=C1)NC(=O)NC(CC(=O)O)C(NC(C(=O)OC)CC1=CC=CC=C1)=O 3-{[(4-fluorophenyl)carbamoyl]amino}-3-[(1-methoxy-1-oxo-3-phenylpropan-2-yl)carbamoyl]propanoic acid